C(C)(C)(C)C1=CC(=C(C(=C1)C)CCl)C 6-tertiary butyl-3-chloromethyl-2,4-dimethylbenzene